N[C@@H](C(=O)NC1=CC=C(C=C1)C1=C2C(=NC=C1)NC(=C2)C(F)(F)F)CC(C)C (2R)-2-Amino-4-methyl-N-[4-[2-(trifluoromethyl)-1H-pyrrolo[2,3-b]pyridin-4-yl]phenyl]pentanamide